3-Deuterio-4-[[(2S,3S,4R,5R)-3-(3,4-difluoro-2-methoxyphenyl)-4,5-dimethyl-5-(trifluoromethyl)tetrahydrofuran-2-carbonyl]amino]pyridin-2-carboxamid [2H]C=1C(=NC=CC1NC(=O)[C@H]1O[C@]([C@@H]([C@H]1C1=C(C(=C(C=C1)F)F)OC)C)(C(F)(F)F)C)C(=O)N